(1S,2S)-N-(6-(5-chloro-6-fluoro-7-(3-fluoropyrrolidin-1-yl)-1H-indazol-4-yl)imidazo[1,2-a]pyrazin-2-yl)-2-fluorocyclopropane-1-carboxamide ClC=1C(=C2C=NNC2=C(C1F)N1CC(CC1)F)C=1N=CC=2N(C1)C=C(N2)NC(=O)[C@H]2[C@H](C2)F